(4-((S)-2-Amino-3-(2H-tetrazol-2-yl)propoxy)phenyl)((S)-3-(4-fluorophenyl)pyrrolidin-1-yl)methanon N[C@H](COC1=CC=C(C=C1)C(=O)N1C[C@@H](CC1)C1=CC=C(C=C1)F)CN1N=CN=N1